COC1=C(C=CC=C1C=1N=NN(N1)C)NC1=CC=NC=C1C(=O)N(CSC)C([2H])([2H])[2H] 4-((2-methoxy-3-(2-methyl-2H-tetrazol-5-yl)phenyl)amino)-N-(methyl-d3)-N-((methylthio)methyl)nicotinamide